COC(=O)C1=C(N(C(=C1)C1=C2C(=NC=C1)N(C=C2)S(=O)(=O)C2=CC=CC=C2)COCC[Si](C)(C)C)C2=C(C(=CC=C2)F)Cl Methyl-2-(2-chloro-3-fluorophenyl)-5-[1-(phenylsulfonyl)-1H-pyrrolo[2,3-b]pyridin-4-yl]-1-{[2-(trimethylsilyl) ethoxy]methyl}-1H-pyrrole-3-carboxylate